CC1=CC=NC2=C(C=CC=C12)NC(C1=C(C=C(C=C1)S(=O)(=O)C)N1CCC2(CC2)CC1)=O N-(4-methylquinolin-8-yl)-4-(methylsulfonyl)-2-(6-azaspiro[2.5]octan-6-yl)benzamide